C(C)(C)(C)OC(=O)N1OCC[C@@H]1C1=NC(=CN=C1)C#N (3R)-3-(6-cyanopyrazin-2-yl)isoxazolidine-2-carboxylic acid tert-butyl ester